L-glycyl-D-leucine NCC(=O)N[C@@H](CC(C)C)C(=O)O